FC=1C=CC2=C(NC(=NS2(=O)=O)NCC2=NC(=CC=C2)F)C1[C@H](C)C1=C(C=CC=C1)F (R)-6-fluoro-5-(1-(2-fluorophenyl)ethyl)-3-(((6-fluoropyridin-2-yl)methyl)amino)-4H-benzo[e][1,2,4]thiadiazine 1,1-dioxide